1-(8-Bromo-4-methylchroman-4-yl)ethan-1-one BrC=1C=CC=C2C(CCOC12)(C)C(C)=O